N-(3-(methylsulfonamido)phenyl)-4-(5-(piperazin-1-yl)pyridin-2-yl)thiophene-2-carboxamide CS(=O)(=O)NC=1C=C(C=CC1)NC(=O)C=1SC=C(C1)C1=NC=C(C=C1)N1CCNCC1